ClC1=C(C=2N(C(=C1)C1CC1)N=CN2)NC2=C(C(=CC=C2C)OC)C 7-chloro-5-cyclopropyl-N-(3-methoxy-2,6-dimethylphenyl)-[1,2,4]triazolo[1,5-a]pyridin-8-amine